NC=1N=C(NC1)C=O amino-formylimidazole